(phenylsulfonyl)-4-(piperazin-1-yl)-3-(prop-1-yn-1-yl)-1H-pyrrolo[2,3-b]pyridine C1(=CC=CC=C1)S(=O)(=O)N1C=C(C=2C1=NC=CC2N2CCNCC2)C#CC